9,9',9'',9'''-(3-(pyridin-3-yl)-6-(pyridin-4-yl)benzene-1,2,4,5-tetrayl)tetrakis(3,6-dimethyl-9H-carbazole) N1=CC(=CC=C1)C=1C(=C(C(=C(C1N1C2=CC=C(C=C2C=2C=C(C=CC12)C)C)N1C2=CC=C(C=C2C=2C=C(C=CC12)C)C)C1=CC=NC=C1)N1C2=CC=C(C=C2C=2C=C(C=CC12)C)C)N1C2=CC=C(C=C2C=2C=C(C=CC12)C)C